tert-butyl (R)-3-(6,7-dichloro-3-(2-(dimethylamino)ethyl)-4-oxo-3,4-dihydroquinazolin-2-yl)piperidine-1-carboxylate ClC=1C=C2C(N(C(=NC2=CC1Cl)[C@H]1CN(CCC1)C(=O)OC(C)(C)C)CCN(C)C)=O